BrC1=CC(=C(C=C1)C(\C=C\C1=NC(=C(N=C1C)C)C)=O)OC (E)-1-(4-bromo-2-methoxyphenyl)-3-(3,5,6-trimethylpyrazin-2-yl)-2-propen-1-one